BrC1=NC(=C(C=C1NC(C1=CC=CC=C1)=O)Br)OC N-(2,5-dibromo-6-methoxypyridin-3-yl)benzamide